BrCC(=O)N1CCCC1 1-(bromoacetyl)pyrrolidine